ClC1=C(OCC2=NC=CC(=C2)OC2CCN(CC2)CC2=NC3=C(N2C[C@H]2OCC2)C=C(C=C3)C(=O)O)C=CC(=C1)C#N 2-{[4-({2-[(2-chloro-4-cyanophenoxy)methyl]pyridin-4-yl}oxy)piperidin-1-yl]methyl}-1-{[(2S)-oxetan-2-yl]methyl}-1H-1,3-benzodiazole-6-carboxylic acid